3-((4,4-bis(octyloxy)butanoyl)oxy)-2-(hydroxymethyl)propyl 3-butylnonanoate C(CCC)C(CC(=O)OCC(COC(CCC(OCCCCCCCC)OCCCCCCCC)=O)CO)CCCCCC